2-(4-((4-isopropylphenyl)(methyl)amino)-3-(trifluoromethyl)phenoxy)pyrido[3,4-d]pyrimidin-4-ol C(C)(C)C1=CC=C(C=C1)N(C1=C(C=C(OC=2N=C(C3=C(N2)C=NC=C3)O)C=C1)C(F)(F)F)C